OC1=C(C=CC(=C1)C(F)(F)F)C1=NN=C(C2=CC=CC=C12)NCC1CCC(N1)=O 5-[[[4-[2-hydroxy-4-(trifluoromethyl)phenyl]phthalazin-1-yl]amino]methyl]pyrrolidin-2-one